BrC1=NC(=CC2=C1C=NN2C)C(=O)NCC2=C(C=C(C=C2)OC)OC 4-bromo-N-[(2,4-dimethoxyphenyl)-methyl]-1-methyl-pyrazolo[4,3-c]pyridine-6-carboxamide